(naphthalen-1-ylmethyl)pyrrolidine C1(=CC=CC2=CC=CC=C12)CN1CCCC1